C1(CC1)C(=O)NC1=CC(=C(N=N1)C(NC([2H])([2H])[2H])=O)NC=1C=C(C(=O)[O-])C=C(C1OC)C1=NN(N=C1)C 3-((6-(Cyclopropanecarboxamido)-3-((methyl-d3)carbamoyl)pyridazin-4-yl)amino)-4-methoxy-5-(2-methyl-2H-1,2,3-triazol-4-yl)benzoate